ClC1=CC=CC(=C1)Cl 4,6-dichlorobenzene